CCCCCCCCCCCCCC/C=C\OC[C@H](COP(=O)([O-])OCC[N+](C)(C)C)OC(=O)CC/C=C\C/C=C\C/C=C\C/C=C\C/C=C\C/C=C\CC 1-(1Z-hexadecenyl)-2-(4Z,7Z,10Z,13Z,16Z,19Z-docosahexaenoyl)-sn-glycero-3-phosphocholine